(E)-3-(3-(((1R,2R,3S,4R,Z)-3-((4-fluoro-3-(trifluoromethyl)phenyl)carbamoyl)-7-(2,2,2-trifluoroethylidene)bicyclo[2.2.1]heptan-2-yl)carbamoyl)-4-methoxyphenyl)acrylic acid FC1=C(C=C(C=C1)NC(=O)[C@@H]1[C@@H]([C@@H]\2CC[C@H]1/C2=C/C(F)(F)F)NC(=O)C=2C=C(C=CC2OC)/C=C/C(=O)O)C(F)(F)F